(S)-2-(4-(methylsulfonyl)butyrylamino)-9-(5,6,7,8-tetrahydro-1,8-naphthyridin-2-yl)nonanoic acid CS(=O)(=O)CCCC(=O)N[C@H](C(=O)O)CCCCCCCC1=NC=2NCCCC2C=C1